FC1(C(C(C(C(C1(F)F)(F)F)(F)F)(F)F)(F)F)SSC methyl (perfluorocyclohexyl) disulfide